2,3-dihydro-1H-inden-5-yl-imidazo[2,1-f][1,2,4]Triazin-4(3H)-one trifluoroacetate salt FC(C(=O)O)(F)F.C1CCC2=CC(=CC=C12)C1=NN2C(C(N1)=O)=NC=C2